FC1=C(C(=C(C(=C1B1OC2=C(O1)C=CC=C2)F)F)F)F 2-(pentafluorophenyl)-1,3,2-Benzodioxaborol